(E)-2-(4-(prop-2-yne-1-oxy)benzylidene)-3,4-dihydronaphthalen-1(2H)-one C(C#C)OC1=CC=C(\C=C/2\C(C3=CC=CC=C3CC2)=O)C=C1